tert-Butyl [(trans-4-{2-[(1R)-1-hydroxyethyl]-1H-imidazo[4,5-d]thieno[3,2-b]pyridin-1-yl}cyclohexyl)methyl]carbamate O[C@H](C)C1=NC=2C(=C3C(=NC2)C=CS3)N1[C@@H]1CC[C@H](CC1)CNC(OC(C)(C)C)=O